4-bromo-N-methyl-N-(2-trimethylsilylethoxymethyl)pyridine-2-sulfonamide BrC1=CC(=NC=C1)S(=O)(=O)N(COCC[Si](C)(C)C)C